O=C1NC(CC[C@@H]1N1C(C2=CC=C(C=C2C1=O)OCC(=O)N1CCC(CC1)COC1=CC=C(CNC2=C3N=CN(C3=NC=N2)C2CC(C2)NC(C2=NC(=CC=C2)C)=O)C=C1)=O)=O N-((1s,3s)-3-(6-((4-((1-(2-((2-(2,6-dioxopiperidin-3-yl)-1,3-dioxoisoindolin-5-yl)oxy)acetyl)piperidin-4-yl)methoxy)benzyl)amino)-9H-purin-9-yl)cyclobutyl)-6-methylpicolinamide